3-oxo-decanol O=C(CCO)CCCCCCC